2-(1H-pyrazol-4-yl)-N-(3-(pyridin-2-yl)-1-((1r,2r)-3-(2,2,2-trifluoroethoxy)cyclobutyl)-1H-pyrazol-4-yl)thiazole-4-carboxamide formate C(=O)O.N1N=CC(=C1)C=1SC=C(N1)C(=O)NC=1C(=NN(C1)C1CC(C1)OCC(F)(F)F)C1=NC=CC=C1